(S)-1-(4-(3-((4-(cyclopropylcarbonyl)morpholin-2-yl)methyl)-7-methylimidazo[1,2-a]pyridin-2-yl)-3,5-difluorophenyl)pyrrolidin-2-one C1(CC1)C(=O)N1C[C@@H](OCC1)CC1=C(N=C2N1C=CC(=C2)C)C2=C(C=C(C=C2F)N2C(CCC2)=O)F